ls-3,5-dihydroxyphenylboronic acid pinacol ester OC=1C=C(C=C(C1)O)B1OC(C)(C)C(C)(C)O1